DILAURYL KETONE C(CCCCCCCCCCC)C(=O)CCCCCCCCCCCC